methyl (Z)-4-((4-aminobut-2-en-1-yl)carbamoyl)-2-(3-aminoprop-1-yn-1-yl)benzoate NC\C=C/CNC(=O)C1=CC(=C(C(=O)OC)C=C1)C#CCN